cis-tert-butyl N-(2-(dimethylamino)ethyl)-N-[3-[[6-(4-hydroxyphenyl)-1-(tetrahydro-2H-Pyran-2-yl)-1H-indazol-4-yl]oxy]cyclobutyl]carbamate CN(CCN(C(OC(C)(C)C)=O)[C@@H]1C[C@@H](C1)OC1=C2C=NN(C2=CC(=C1)C1=CC=C(C=C1)O)C1OCCCC1)C